S1C=NC2=C1C(=CC=C2)C(=O)O benzo[d]thiazole-7-carboxylic acid